ClC1C=C(C(O1)=O)C 5-chloro-3-methyl-furan-2(5H)-one